2-Hydroxypropyltriethylammonium Hydroxide [OH-].OC(C[N+](CC)(CC)CC)C